ClC1=C(C(=O)O)C=CC=C1.COC(=O)C1=NOC=N1 1,2,4-oxadiazole-3-carboxylic acid methyl ester 2-chlorobenzoate